6-Chloro-8-[4-(isoquinolin-1-ylmethoxy)-phenyl]-1-methyl-9H-pyrido[3,4-b]indole ClC=1C=C2C3=C(NC2=C(C1)C1=CC=C(C=C1)OCC1=NC=CC2=CC=CC=C12)C(=NC=C3)C